ClC1C(CCC1C(S(=O)O)O)C(S(=O)O)O {2-chloro-3-[hydroxyl(sulfino)methyl]cyclopentyl}-(hydroxyl)-methanesulfinic acid